ClC1=C(N)C=C(C=C1)COC 2-chloro-5-(methoxymethyl)aniline